2-BROMO-4-(TRIFLUOROMETHYL)PHENYLISOCYANIDE BrC1=C(C=CC(=C1)C(F)(F)F)[N+]#[C-]